2-chloro-5-cyclobutyl-7-(3,3,4,4-tetrafluoropyrrolidin-1-yl)-5H-pyrrolo[3,2-d]pyrimidine ClC=1N=CC2=C(N1)C(=CN2C2CCC2)N2CC(C(C2)(F)F)(F)F